COC1=C(C2=CC=CC=C2C(=C1)O)O 2-methoxy-1,4-naphthalenediol